ClC1=C(C=CC(=C1)F)C1=CC=NC2=CC(=CC=C12)O[C@@H](C(=O)N1CC2(C(C2)C(=O)O)CCC1)C |r| 5-[rac-(2R)-2-[[4-(2-chloro-4-fluoro-phenyl)-7-quinolyl]oxy]propanoyl]-5-azaspiro[2.5]octane-2-carboxylic acid